4-(6-(5-(6-methylpyridin-2-yl)-1H-imidazol-4-yl)quinolin-3-yl)thiophene-2-carboxylic acid CC1=CC=CC(=N1)C1=C(N=CN1)C=1C=C2C=C(C=NC2=CC1)C=1C=C(SC1)C(=O)O